CC1CCC(NC1)CC1OC1 5-methyl-2-(oxiran-2-ylmethyl)-2,3,4,5-tetrahydro-1H-pyridin